Sodium Lauryl Sulfosuccinate S(=O)(=O)(O)C(C(=O)OCCCCCCCCCCCC)CC(=O)[O-].[Na+]